6-(Phenylthio)-1H-benzoimidazol C1(=CC=CC=C1)SC=1C=CC2=C(NC=N2)C1